ClC1=CC2=C(OC[C@@H](N2C(=O)OC(C)(C)C)C)N=C1 tert-butyl (S)-7-chloro-2-methyl-2,3-dihydro-1H-pyrido[2,3-b][1,4]oxazine-1-carboxylate